2-(7-{1-[(4-aminocyclohexyl)methyl]pyrrolidin-3-yl}imidazo[1,5-a]pyridin-5-yl)-N-ethyl-5-fluoro-N-(isopropyl)benzamide NC1CCC(CC1)CN1CC(CC1)C1=CC=2N(C(=C1)C1=C(C(=O)N(C(C)C)CC)C=C(C=C1)F)C=NC2